5-hydroxy-1-hydroxypyrazole OC1=CC=NN1O